uridine-2'-phosphate P(=O)(O)(O)O[C@H]1[C@@H](O[C@@H]([C@H]1O)CO)N1C(=O)NC(=O)C=C1